N-[3-fluoro-4-({7-(methyloxy)-6-[(3-morpholin-4-ylpropyl)oxy]quinolin-4-yl}oxy)phenyl]-N'-(4-fluorophenyl)cyclopropane-1,1-dicarboxamide FC=1C=C(C=CC1OC1=CC=NC2=CC(=C(C=C12)OCCCN1CCOCC1)OC)NC(=O)C1(CC1)C(=O)NC1=CC=C(C=C1)F